Cl.Cl.CN1N=CC=C1N (methyl)-1H-pyrazol-5-amine Dihydrochloride